1-(2-hydroxy-6-(5-(4-(hydroxymethyl)phenyl)-1H-imidazol-2-yl)piperidin-1-yl)-2-methyl-butan-1-one OC1N(C(CCC1)C=1NC(=CN1)C1=CC=C(C=C1)CO)C(C(CC)C)=O